2-((12-(cyclohexyldimethylsilyl)dodec-11-yn-1-yl)thio)ethyl hydrogen ((((R)-1-(6-amino-9H-purin-9-yl)propan-2-yl)oxy)methyl)phosphonate NC1=C2N=CN(C2=NC=N1)C[C@@H](C)OCP(OCCSCCCCCCCCCCC#C[Si](C)(C)C1CCCCC1)(O)=O